1-(2-amino-5-chlorobenzo[d]thiazol-6-yl)-1-(2-acetylaminoethyl)-3-(4-chlorophenyl)urea NC=1SC2=C(N1)C=C(C(=C2)N(C(=O)NC2=CC=C(C=C2)Cl)CCNC(C)=O)Cl